NC1=C(C=C(C=N1)S(=O)(=O)N(C)CC1=CC=C(C=C1)OC)Br 6-amino-5-bromo-N-[(4-methoxyphenyl)methyl]-N-methyl-pyridine-3-sulfonamide